BrC(C)C1=C(C=C(C=C1)N1C(=NC=2C1=NC(=CC2)C2=CC=CC=C2)C=2C(=NC=CC2)N)F 3-(3-(4-(1-bromoethyl)-3-fluorophenyl)-5-phenyl-3H-imidazo[4,5-b]pyridin-2-yl)pyridin-2-amine